7-(1-((1s,4s)-4-hydroxycyclohexane-1-carbonyl)piperidin-4-yl)-1H-indol OC1CCC(CC1)C(=O)N1CCC(CC1)C=1C=CC=C2C=CNC12